tert-butyl (3-(4-(2-(4-((3-(dimethylcarbamoyl)-1,2,4-oxadiazol-5-yl) Oxy)phenyl)propan-2-yl)phenoxy)propyl)carbamate CN(C(=O)C1=NOC(=N1)OC1=CC=C(C=C1)C(C)(C)C1=CC=C(OCCCNC(OC(C)(C)C)=O)C=C1)C